ethyl (E)-4-[methyl-[2-[2-[2-[2-[2-(methylaminooxy) ethoxy]ethoxy]ethoxy]ethoxy]ethyl]amino]but-2-enoate CN(C/C=C/C(=O)OCC)CCOCCOCCOCCOCCONC